C(C)NC1=C2C3=C(C=NC2=CC=C1)SC1=C(C3=O)C=CC=C1OC (ethylamino)-8-methoxy-12H-benzothiopyrano[2,3-c]Quinolin-12-one